N1=C(C=CC=C1)S(=O)(=O)N1CC2=C(C1)CN(C2)C(=O)OC(C)(C)C tert-Butyl 5-(pyridine-2-sulfonyl)-1H,2H,3H,4H,5H,6H-pyrrolo[3,4-c]pyrrole-2-carboxylate